ClC=1C(=C(N)C=CC1Cl)OC 3,4-dichloro-2-methoxy-aniline